FC1(CC(C1)NC(C(CC(F)F)N1N=CC(=C1)[N+](=O)[O-])=O)F N-(3,3-difluorocyclobutyl)-4,4-difluoro-2-(4-nitropyrazol-1-yl)butanamide